N-[4-[(E)-3-[4-[2-Hydroxyethyl(methyl)amino]phenyl]prop-2-enoyl]phenyl]thiophene-2-carboxamide OCCN(C1=CC=C(C=C1)/C=C/C(=O)C1=CC=C(C=C1)NC(=O)C=1SC=CC1)C